methyl(4-(5-(trifluoromethyl)-1,2,4-oxadiazol-3-yl)phenyl)((4-(5-(trifluoromethyl)-1,2,4-oxadiazol-3-yl)phenyl)imino)-λ6-sulfanone CS(=O)(=NC1=CC=C(C=C1)C1=NOC(=N1)C(F)(F)F)C1=CC=C(C=C1)C1=NOC(=N1)C(F)(F)F